C(C1=CC=CC=C1)NC1COCCC1OC=1C=C2CN(C(C2=CC1)=O)C1C(NC(CC1)=O)=O 3-(5-((3-(benzylamino)tetrahydro-2H-pyran-4-yl)oxy)-1-oxoisoindolin-2-yl)piperidine-2,6-dione